potassium acryloyloxy propionate C(CC)(=O)OOC(C=C)=O.[K]